6-(6-Chloro-4-((2-phenylthiazol-4-yl)methoxy)benzofuran-2-yl)-2-methoxyimidazo[2,1-b][1,3,4]thiadiazole ClC1=CC2=C(C=C(O2)C=2N=C3SC(=NN3C2)OC)C(=C1)OCC=1N=C(SC1)C1=CC=CC=C1